(S)-2-((4-((2-hydroxy-1-phenylethyl)amino)-5-(3-morpholino-1,2,4-oxadiazol-5-yl)pyridin-2-yl)amino)-7,7-dimethyl-6,7-dihydro-5H-pyrrolo[3,4-b]pyridin-5-one OC[C@H](C1=CC=CC=C1)NC1=CC(=NC=C1C1=NC(=NO1)N1CCOCC1)NC1=CC=C2C(=N1)C(NC2=O)(C)C